chloro-N-(3-chloro-4-(4-(4-methylpiperazin-1-yl)piperidin-1-yl)phenyl)-4-(1-methyl-1H-indol-3-yl)pyrimidin-2-amine ClC=1C(=NC(=NC1)NC1=CC(=C(C=C1)N1CCC(CC1)N1CCN(CC1)C)Cl)C1=CN(C2=CC=CC=C12)C